(2S,3S,4S,5R,6S)-3,4,5-trihydroxy-6-(((4aR,10aR)-6-hydroxy-1-propyl-1,2,3,4,4a,5,10,10a-octahydrobenzo[g]quinolin-7-yl)oxy)tetrahydro-2H-pyran-2-carboxylic acid O[C@@H]1[C@H](O[C@H]([C@@H]([C@H]1O)O)OC=1C=CC2=C(C[C@H]3CCCN([C@@H]3C2)CCC)C1O)C(=O)O